5-ethyl-3-octyl-1-(4-vinylbenzyl)-1H-1,2,4-triazole C(C)C1=NC(=NN1CC1=CC=C(C=C1)C=C)CCCCCCCC